(S)-4-(4-(1-cyclopropoxy-2-hydroxy-1-phenylethyl)-2-(3-(piperidin-4-yloxy)azetidin-1-yl)quinazolin-6-yl)-6-Methyl-1,6-dihydro-7H-pyrrolo[2,3-c]pyridin-7-one C1(CC1)O[C@@](CO)(C1=CC=CC=C1)C1=NC(=NC2=CC=C(C=C12)C=1C2=C(C(N(C1)C)=O)NC=C2)N2CC(C2)OC2CCNCC2